methyl-triThian CC1SSSCC1